2,2-bis(trifluoromethyl)-2-hydroxyacetic acid FC(C(C(=O)O)(O)C(F)(F)F)(F)F